(S)-4-((2-((5-(tert-butyl)-1-(tetrahydrofuran-3-yl)-1H-pyrazol-3-yl)amino)-1-methyl-1H-imidazo[4,5-b]pyridin-6-yl)oxy)-N-methylpicolinamide C(C)(C)(C)C1=CC(=NN1[C@@H]1COCC1)NC=1N(C=2C(=NC=C(C2)OC2=CC(=NC=C2)C(=O)NC)N1)C